Methyl 2-(1-(2,4-difluorophenyl)-3-(4-fluorophenyl)-5-methyl-4-(thiophen-2-yl)-4,5-dihydro-1H-pyrazole-5-carboxamido)acetate FC1=C(C=CC(=C1)F)N1N=C(C(C1(C(=O)NCC(=O)OC)C)C=1SC=CC1)C1=CC=C(C=C1)F